4-(4-((methylamino)methyl)-5-(tetrahydro-2H-pyran-4-yl)thiazol-2-yl)isoquinolin-1-amine CNCC=1N=C(SC1C1CCOCC1)C1=CN=C(C2=CC=CC=C12)N